4H-fluorene C=1C=CCC2=C3C=CC=CC3=CC12